1-(4-bromo-3-(methoxy-methyl)-1-phenyl-1H-pyrazol-5-yl)-3-((3s,4r)-4-(3,5-difluorophenyl)-1-(2-methoxyethyl)pyrrolidin-3-yl)urea BrC=1C(=NN(C1NC(=O)N[C@@H]1CN(C[C@H]1C1=CC(=CC(=C1)F)F)CCOC)C1=CC=CC=C1)COC